C(C)(C)(C)C=1C=C2C3(CCCCC3(NC2=CC1)C)C 6-tert-butyl-4a,9a-dimethyl-2,3,4,4a,9,9a-hexahydro-1H-carbazole